C(C)OC(COC(CCC(=O)O)=O)OCC succinic acid diethoxyethyl ester